C(C)N(CCOC1=CC=C(C=C1)C(CC1=CC=C(C=C1)OC)(O)C1=CC=CC=C1)CC 1-(4-(2-diethylaminoethoxy)phenyl)-2-(4-methoxyphenyl)-1-phenyl-ethanol